FC1=CC=C(CN2N=CC(=C2)NC(=O)C=2N=C(OC2)C=2C=NNC2)C=C1 N-[1-(4-fluorobenzyl)-1H-pyrazol-4-yl]-2-(1H-pyrazol-4-yl)-1,3-oxazole-4-carboxamide